5-((4-(8-fluoro-7-methyl-[1,2,4]triazolo[1,5-a]pyridin-6-yl)piperidin-1-yl-2,2,6,6-d4)sulfonyl)-2-methyloxazole FC=1C=2N(C=C(C1C)C1CC(N(C(C1)([2H])[2H])S(=O)(=O)C1=CN=C(O1)C)([2H])[2H])N=CN2